C1C(CC12OCCO2)C2=CC=1N(C=C2)C(=CN1)C(=O)OCC ethyl 7-(5,8-dioxaspiro[3.4]octan-2-yl)imidazo[1,2-a]pyridine-3-carboxylate